ClC1=NC(=CC2=C1C=CN2CCCF)Cl 4,6-dichloro-1-(3-fluoropropyl)-1H-pyrrolo[3,2-c]pyridine